COC(=O)C=1C=CC2=C(CCCC(C2=O)C2CC3CCC(C2)C3)C1.CNC(C1=CC(=NC=C1)N1CC3(C1)CC(C3)NC3=CC=CC=C3)=O N-methyl-2-(6-(phenylamino)-2-azaspiro[3.3]heptan-2-yl)isonicotinamide methyl-6-(bicyclo[3.2.1]octan-3-yl)-5-oxo-6,7,8,9-tetrahydro-5H-benzo[7]annulene-2-carboxylate